C(C)NC1=CC(=CC(=N1)N1C(C2=CC(=CC(=C2C1)C(F)(F)F)C(=O)N1C[C@H](CC1)O)=O)C1=C(C=NN1C)C1=NN=CN1C (S)-2-(6-(Ethylamino)-4-(1-methyl-4-(4-methyl-4H-1,2,4-triazol-3-yl)-1H-pyrazol-5-yl)pyridin-2-yl)-6-(3-hydroxypyrrolidine-1-carbonyl)-4-(trifluoromethyl)isoindolin-1-one